4-(ethoxymethyl)bicyclo[2.2.1]heptane C(C)OCC12CCC(CC1)C2